FC1=CC=C(C=C1)C=1N=C(N2C1C1=CC(=C(C=C1CC2)OC)C=2N=NN(N2)C)C(=O)N2[C@@](CCC2)([C@@H](C(F)(F)F)O)C (1-(4-fluorophenyl)-8-methoxy-9-(2-methyl-2H-tetrazol-5-yl)-5,6-dihydroimidazo[5,1-a]isoquinolin-3-yl)((S)-2-methyl-2-((S)-2,2,2-trifluoro-1-hydroxyethyl)pyrrolidin-1-yl)methanone